7-(4-(2-fluoro-6-methylphenyl)cyclohexyl)-3-methyl-5-((3-(trifluoromethyl)pyrazin-2-yl)methyl)pyrido[2,3-b]pyrazin-6(5H)-one FC1=C(C(=CC=C1)C)C1CCC(CC1)C1=CC=2C(=NC(=CN2)C)N(C1=O)CC1=NC=CN=C1C(F)(F)F